N-[4-(7-Fluoro-1,3-benzoxazol-2-yl)phenyl]-1,1-dioxothian-4-carboxamid FC1=CC=CC=2N=C(OC21)C2=CC=C(C=C2)NC(=O)C2CCS(CC2)(=O)=O